S(=O)([O-])[O-].[Na+].CS(=O)(=O)OC1=C(C=C(C=C1)Br)I.[Na+] Sodium (4-bromo-2-iodophenyl) methanesulfonate sodium sulfite